N-[4-(3-chlorophenoxy)-3-sulfamylphenyl]-2-[2,3-dichloro-6-(trifluoromethyl)phenyl]acetamide ClC=1C=C(OC2=C(C=C(C=C2)NC(CC2=C(C(=CC=C2C(F)(F)F)Cl)Cl)=O)S(N)(=O)=O)C=CC1